3-(((((9H-fluoren-9-yl)methoxy)carbonyl)(3-methoxy-4-nitro Benzyl)amino)phenyl)piperidine-1-carboxylate C1=CC=CC=2C3=CC=CC=C3C(C12)COC(=O)N(CC1=CC(=C(C=C1)[N+](=O)[O-])OC)C1=C(C=CC=C1)C1CN(CCC1)C(=O)[O-]